4-Amino-7-chloro-1,3-dihydrofuro[3,4-c]quinoline-8-carboxylic acid methyl ester COC(=O)C1=CC=2C3=C(C(=NC2C=C1Cl)N)COC3